(1-bromo-2-methyl-propyl) propanoate C(CC)(=O)OC(C(C)C)Br